C(C)C=1C(OC2=CC(=CC=C2C1)O)=O Ethyl-7-Hydroxycoumarin